(1,3-benzothiazol-6-yl)-6-methyl-4-[(1-methylcyclopropyl)amino]furo[2,3-d]pyrimidine-5-carboxamide S1C=NC2=C1C=C(C=C2)C=2N=C(C1=C(N2)OC(=C1C(=O)N)C)NC1(CC1)C